C(C)(C)(C)C1=NOC(=C1)C[C@@H]1[C@@H]([C@H]([C@H]([C@H](O1)CO)O)N1N=NC(=C1)C1=C(C(=C(C=C1)C)F)F)OCC=1SC=CN1 (2R,3R,4S,5R,6R)-6-((3-(tert-butyl)isoxazol-5-yl)methyl)-4-(4-(2,3-difluoro-4-methylphenyl)-1H-1,2,3-triazol-1-yl)-2-(hydroxymethyl)-5-(thiazol-2-ylmethoxy)tetrahydro-2H-pyran-3-ol